C(#C)C=1C=CC=C2C=C(C=C(C12)C1=C(C=2N=C(N=C(C2C=N1)N1C[C@@H]([C@](CCC1)(C)O)NC(C=C)=O)OCC12CCCN2CCC1)F)O N-((3S,4R)-1-(7-(8-ethynyl-3-hydroxynaphthalen-1-yl)-8-fluoro-2-((tetrahydro-1H-pyrrolizin-7a(5H)-yl)methoxy)pyrido[4,3-d]pyrimidin-4-yl)-4-hydroxy-4-methylazepan-3-yl)acrylamide